C(C)OC1=NC=CN=C1 ethoxypyrazin